[N+](=O)([O-])[Ce] nitroCerium